BrC1=C(NC)C(=CC=C1)C(=C)C1=C(C=CC=C1)C(F)(F)F 2-bromo-N-methyl-6-(1-(2-(trifluoromethyl)phenyl)ethenyl)aniline